2,2'-[(2-hydroxyphenyl)methylene]bis[3,5-dimethylphenol] OC1=C(C=CC=C1)C(C1=C(C=C(C=C1C)C)O)C1=C(C=C(C=C1C)C)O